{1-[2-(2-tert-Butoxycarbonylamino-ethoxy)-5-fluoro-phenyl]-ethoxy}-imidazo[1,2-b]Pyridazine-3-carboxylic acid ethyl ester C(C)OC(=O)C1=C(N=C2N1N=CC=C2)OC(C)C2=C(C=CC(=C2)F)OCCNC(=O)OC(C)(C)C